CC1(CC2CCCC(C2CC1)(C)C)O decahydro-2,5,5-trimethyl-2-naphthol